2-(2,6-dioxopiperidin-3-yl)-5-((3-(trans-3-(4-(4-morpholinopyrimidin-2-yl)-1H-pyrazol-1-yl)cyclobutyl)propyl)amino)isoindoline-1,3-dione O=C1NC(CCC1N1C(C2=CC=C(C=C2C1=O)NCCC[C@@H]1C[C@H](C1)N1N=CC(=C1)C1=NC=CC(=N1)N1CCOCC1)=O)=O